6-chloro-5-iodo-N-(3-methoxy-2,6-dimethylphenyl)pyrimidin-4-amine ClC1=C(C(=NC=N1)NC1=C(C(=CC=C1C)OC)C)I